C(C1=CC=CC=C1)OC(CC(C)O)=O 3-hydroxybutanoic acid benzyl ester